NC1=C(N=C2N1C=CC=C2C2=CC(=C(C=C2)F)C#N)C(=O)NCCC 3-Amino-8-(3-cyano-4-fluorophenyl)-N-propylimidazo[1,2-a]pyridine-2-carboxamide